F[C@H]1CC2(OCCO2)CC[C@H]1NC1=C2C=C(N(C2=CC=C1)CC(F)(F)F)C#CCN(C(OC(C)(C)C)=O)C1=C(C=C(C=C1)S(=O)(=O)C)OC tert-butyl (3-(4-(((7S,8R)-7-fluoro-1,4-dioxaspiro[4.5]decan-8-yl)amino)-1-(2,2,2-trifluoroethyl)-1H-indol-2-yl)prop-2-yn-1-yl)(2-methoxy-4-(methylsulfonyl)phenyl)carbamate